(R)-1-(methoxymethyl)-2-(4,4,5,5-tetramethyl-1,3,2-dioxaborolan-2-yl)cyclopent-2-en-1-ol COC[C@@]1(C(=CCC1)B1OC(C(O1)(C)C)(C)C)O